5-CHLORO-2-METHOXYPYRIDINE-3-BORONIC ACID ClC=1C=C(C(=NC1)OC)B(O)O